[OH-].C([O-])([O-])=O.[Nd+3] Neodymium carbonate hydroxide